methyl (S)-5-(2-aminopropoxy)-2-chloro-3-methylbenzoate hydrochloride Cl.N[C@H](COC=1C=C(C(=C(C(=O)OC)C1)Cl)C)C